2,6-di-tert-butylphenol sodium salt [Na].C(C)(C)(C)C1=C(C(=CC=C1)C(C)(C)C)O